C1(=CC=C(C=C1)OOC1=CC=C(C=C1)O)O 4,4'-dioxydiphenol